ClC=1C(=CC(=C(OCCCC(NCCOCCOCCOCCOCCOCCOCCOCCOCCNC(OC(C)(C)C)=O)=O)C1)C(N(C)C1=C(C=CC=C1)OC)=O)C=1C=NC(=CC1C#N)C(F)(F)F tert-butyl (31-(5-chloro-4-(4-cyano-6-(trifluoromethyl)pyridin-3-yl)-2-((2-methoxyphenyl)(methyl)carbamoyl)phenoxy)-28-oxo-3,6,9,12,15,18,21,24-octaoxa-27-azahentriacontyl)carbamate